3-methoxy-1-(6-(2-methyl-2H-pyrazolo[3,4-b]pyridin-5-yl)thieno[2,3-b]pyridin-2-yl)-3-(trifluoromethyl)cyclobutanol COC1(CC(C1)(O)C1=CC=2C(=NC(=CC2)C2=CC=3C(N=C2)=NN(C3)C)S1)C(F)(F)F